1-but-3-enyl-N-methoxy-N-methyl-cyclopropanecarboxamide C(CC=C)C1(CC1)C(=O)N(C)OC